COC=1C=C2C(=CNC2=CC1)C(C(=O)OC)=O methyl 2-(5-methoxy-1H-indol-3-yl)-2-oxoacetate